OC1(COC1)C1=CC=C(C=C1)C(=O)N1CCC(CC1)CC1=CC=C(C=C1)C(F)(F)F (4-(3-hydroxyoxetan-3-yl)phenyl)(4-(4-(trifluoromethyl)benzyl)piperidin-1-yl)methanone